copper (I) tetrabutylammonium iodide [I-].C(CCC)[N+](CCCC)(CCCC)CCCC.[Cu+].[I-]